C(C=C)N1S(N(CC=2C=C(C=3C(=CNC3C21)Cl)Cl)CC2COC2)(=O)=O 1-allyl-6,7-dichloro-3-(oxetan-3-ylmethyl)-1,3,4,9-tetrahydro-[1,2,6]thiadiazino[4,3-g]indole 2,2-dioxide